N-(5-bromonaphthalen-1-yl)acetamide BrC1=C2C=CC=C(C2=CC=C1)NC(C)=O